F[C@@H]1CN(C[C@@H]1F)C(=O)[C@@H]1CCCC=2N1C(N(N2)CC2=CC=C(C=C2)OC)=O (5S)-5-{[(3R,4S)-3,4-Difluoropyrrolidin-1-yl]carbonyl}-2-(4-methoxybenzyl)-5,6,7,8-tetrahydro[1,2,4]triazolo[4,3-a]pyridin-3(2H)-one